O=C1NC(CCC1N1C(C2=CC=C(C=C2C1=O)N1CCN(CC1)CCC1CCN(CC1)CC1CC(C1)OC1=NC=C(C=C1)C=1C=CC=2C3=C(N(C2C1)C)C=CN=C3)=O)=O 2-(2,6-dioxopiperidin-3-yl)-5-(4-(2-(1-(((1r,3r)-3-((5-(5-methyl-5H-pyrido[4,3-b]indol-7-yl)pyridin-2-yl)oxy)cyclobutyl)methyl)piperidin-4-yl)ethyl)piperazin-1-yl)isoindoline-1,3-dione